C(OC(C)(C)CC(C)(C)C)(=O)OOCC(CCCC)CC t-octyl O-(2-ethylhexyl) monoperoxycarbonate